tert-Butyl (cyclopropylmethyl)(4-(4,5-dimethoxy-2-(4-oxo-4H-chromene-2-carboxamido)benzamido)phenethyl)carbamate C1(CC1)CN(C(OC(C)(C)C)=O)CCC1=CC=C(C=C1)NC(C1=C(C=C(C(=C1)OC)OC)NC(=O)C=1OC2=CC=CC=C2C(C1)=O)=O